C(=C)C=1N(C(=NN1)[C@@H]1CC[C@H](CC1)C=1C=NN(C1)[C@@H]1CC[C@H](CC1)N1CC2(C1)COCC2)C 2-(trans-4-{4-[trans-4-(5-vinyl-4-methyl-4H-1,2,4-triazol-3-yl)cyclohexyl]-1H-pyrazol-1-yl}cyclohexyl)-6-oxa-2-azaspiro[3.4]octane